C(C1=CC=CC=C1)OC[C@H](CN(C(OC(C)(C)C)=O)CC=C)OCC=C tert-butyl N-[(2S)-3-(benzyloxy)-2-(prop-2-en-1-yloxy)propyl]-N-(prop-2-en-1-yl)carbamate